C(CCCCCCC)OC(CCC1=CC(=C(C(=C1)C(C)(C)C)O)C(C)(C)C)=O 3-(3',5'-di-tert.-butyl-4'-hydroxyphenyl)propionic acid octyl ester